N-methyl-2-[(oxan-4-yl)amino]-N-({[6-(trifluoromethoxy)-1,3-benzothiazol-2-yl]carbamoyl}methyl)acetamide dihydrochloride salt Cl.Cl.CN(C(CNC1CCOCC1)=O)CC(NC=1SC2=C(N1)C=CC(=C2)OC(F)(F)F)=O